C1(CCCC1)N1C(=CC2=C1N=C(N=C2)NC2=NC=C(C=C2)OCCCC2CCNCC2)C(=O)N(C)C 7-cyclopentyl-N,N-dimethyl-2-[[5-[3-(4-piperidinyl)propoxy]-2-pyridinyl]amino]pyrrolo[2,3-d]pyrimidine-6-carboxamide